5-chloro-2-(difluoromethyl)-N-((1r,4r)-4-((3-(4-fluoro-3-methoxyphenyl)-2-oxo-2,3-dihydro-1H-imidazo[4,5-b]pyridin-1-yl)methyl)cyclohexyl)nicotinamide ClC=1C=NC(=C(C(=O)NC2CCC(CC2)CN2C(N(C3=NC=CC=C32)C3=CC(=C(C=C3)F)OC)=O)C1)C(F)F